N1(CCC1)CCC=1C=CC(=C(C1)[C@H](C)NC1=CC(=C(C=C1Cl)S(=O)(=O)NC=1N=CSC1)F)F (S)-4-((1-(5-(2-(azetidin-1-yl)ethyl)-2-fluorophenyl)ethyl)amino)-5-chloro-2-fluoro-N-(thiazol-4-yl)benzenesulfonamide